COC=1C(=CC=C2CN(C(C12)=O)C1C(NC(CC1)=O)=O)CNC=1OC(=NN1)C1CC2(C1)CCC2 3-(7-methoxy-1-oxo-6-(((5-(spiro[3.3]heptan-2-yl)-1,3,4-oxadiazol-2-yl)amino)methyl)isoindolin-2-yl)piperidine-2,6-dione